ClC=1C=C(OC2CCC(NC2)=O)C=CC1C=1N(C2=NC=NC(=C2N1)OC1(CC1)C)CC1=NC=CC(=C1)C 5-(3-chloro-4-(6-(1-methylcyclopropoxy)-9-((4-methylpyridin-2-yl)methyl)-9H-purin-8-yl)phenoxy)piperidin-2-one